C(#N)C1=CC=C(C=C1)C=1SC(=CN1)C(=O)OCC ethyl 2-(4-cyanophenyl)thiazole-5-carboxylate